tert-butyl 2-(4-bromo-3-fluoro-2-nitrophenyl)-1H-pyrrole-1-carboxylate BrC1=C(C(=C(C=C1)C=1N(C=CC1)C(=O)OC(C)(C)C)[N+](=O)[O-])F